BrC1=CC=C(\C=C\2/N(C(C3=CC=C(C=C23)C(F)(F)F)=O)N(C2=NC=CC=C2)C)C=C1 (Z)-3-(4-bromobenzylidene)-2-(methyl-[2-pyridyl]amino)-5-(trifluoromethyl)isoindolin-1-one